1-((5-(5-(difluoromethyl)-1,3,4-oxadiazol-2-yl)pyridin-2-yl)methyl)-3-(1-methylpiperidin-4-yl)-3,4-dihydroquinazolin-2(1H)-one FC(C1=NN=C(O1)C=1C=CC(=NC1)CN1C(N(CC2=CC=CC=C12)C1CCN(CC1)C)=O)F